COC1=CC=C(CN2N=CC=C(C2=O)C(F)(F)F)C=C1 1-(4-methoxybenzyl)-6-oxo-5-(trifluoromethyl)-1,6-dihydropyridazine